ClC=1C=C2N(C(C=3N(C2=CC1)C=C(N3)CN3CCOCC3)=O)C=3C(=NC=CC3)C 7-Chloro-5-(2-methylpyridin-3-yl)-2-(morpholinomethyl)imidazo[1,2-a]Quinoxaline-4(5H)-on